C(C)C=1C=C(C=CC1)C=1C=CC(=NC1)C(=O)N1CCC(CC1)CN1CCN(CC1)CC(=O)N1CCN(CC1)C(=O)C=1C=C(C=CC1F)CC1=NNC(C2=CC=CC=C12)=O 4-[[3-[4-[2-[4-[[1-[5-(3-ethylphenyl)pyridine-2-carbonyl]-4-piperidyl]methyl]piperazin-1-yl]acetyl]piperazine-1-carbonyl]-4-fluoro-phenyl]methyl]-2H-phthalazin-1-one